1-(3-fluoro-4-iodopyridin-2-yl)cyclopropane-1-carbonitrile FC=1C(=NC=CC1I)C1(CC1)C#N